C(C(=O)[O-])(=O)[O-].[Zn+2] zinc(II) oxalate